C(CCCCCCCCCCCCC)(=O)OC[C@H](COP(=O)(O)OCC(COC(CCN(C)C(=O)OC(C)(C)C)=O)OC(CCN(C)C(=O)OC(C)(C)C)=O)OC(CCCCCCCCCCCCC)=O (2R)-3-(((2,3-bis((3-((tert-butoxycarbonyl)(methyl)amino)propanoyl)oxy)-propoxy)(hydroxy)phosphoryl)oxy)propane-1,2-diyl ditetradecanoate